[dimethylamino-(3-oxidotriazolo[4,5-b]pyridin-3-ium-1-yl)methylene]-dimethyl-ammonium tetrafluoroborate F[B-](F)(F)F.CN(C)C(N1N=[N+](C2=NC=CC=C21)[O-])=[N+](C)C